N1=C(C=CC=C1)SSC(C(C)O)C 3-(pyridin-2-yldisulfanyl)butan-2-ol